C(C1=CC=CC=C1)OCC=1N(C(N(N1)C=1C=C2C=CN=C(C2=C(C1)O[C@H](C(F)(F)F)C)OC=1C(=NC=CC1C)Cl)=O)CC (S)-5-((Benzyloxy)methyl)-2-(1-((2-chloro-4-methylpyridin-3-yl)oxy)-8-((1,1,1-trifluoropropan-2-yl)oxy)isoquinolin-6-yl)-4-ethyl-2,4-dihydro-3H-1,2,4-triazol-3-one